decalin-2,6-dicarboxylic acid dimethyl ester COC(=O)C1CC2CCC(CC2CC1)C(=O)OC